FC1(CCC(CC1)[C@H](NC(OCC1=CC=CC=C1)=O)C=1N=C2N(N=CC=N2)C1)F Benzyl N-[(S)-(4,4-difluorocyclohexyl)(imidazo[1,2-b][1,2,4]triazin-6-yl)methyl]-carbamate